FC=1C=C(C=C(C1)F)CC(=O)NC=1C(=NC(=CC1)NCC(C)(C)C)N(C)CC 2-(3,5-Difluoro-phenyl)-N-[6-(2,2-dimethyl-propylamino)-2-(ethyl-methyl-amino)-pyridin-3-yl]-acetamide